1-(6-(1-((1-(3-((4-((5-fluoropyrimidin-2-yl)amino)piperidin-1-yl)sulfonyl)phenyl)-piperidin-4-yl)methyl)piperidin-4-yl)-1-methyl-1H-indazol-3-yl)dihydropyrimidine-2,4(1H,3H)-dione FC=1C=NC(=NC1)NC1CCN(CC1)S(=O)(=O)C=1C=C(C=CC1)N1CCC(CC1)CN1CCC(CC1)C1=CC=C2C(=NN(C2=C1)C)N1C(NC(CC1)=O)=O